methyl 4-cyclopropyl-3-(N-(4-fluoro-5-(methylsulfonyl)-2-(piperidin-2-yl)phenyl)sulfamoyl)benzoate C1(CC1)C1=C(C=C(C(=O)OC)C=C1)S(NC1=C(C=C(C(=C1)S(=O)(=O)C)F)C1NCCCC1)(=O)=O